COC1=CC=C(C=C1)C(OCC12OCC(N(C1)C(=O)N(C)C)C2OP(N(C(C)C)C(C)C)OCCC#N)(C2=CC=CC=C2)C2=CC=C(C=C2)OC 1-[[bis(4-methoxyphenyl)-phenylmethoxy]methyl]-7-[2-cyanoethoxy-(diisopropylamino)phosphino]oxy-N,N-dimethyl-2-oxa-5-azabicyclo[2.2.1]heptane-5-carboxamide